BrC1=CC=C(CC=2N(C(C=3N(C2)C(=NC3)I)=O)C)C=C1 6-(4-bromobenzyl)-3-iodo-7-methylimidazo[1,5-a]Pyrazin-8(7H)-one